C(C)(=O)C=1C(OC2=CC(=CC=C2C1)N(C)C)=O 3-acetyl-7-(dimethylamino)coumarin